ClC=1C=C2CCC[C@]3(C2=CC1)CN(C1=C(OC3)C=CC(=C1)C(=O)OC)CCCCC=C methyl (S)-6'-chloro-5-(hex-5-en-1-yl)-3',4,4',5-tetrahydro-2H,2'H-spiro[benzo[b][1,4]oxazepine-3,1'-naphthalene]-7-carboxylate